tertButyl N-[(1S)-1-[[(3-amino 3-oxo propyl) (2-chloroacetyl)amino]carbamoyl]-3-methyl-butyl]carbamate NC(CCN(C(CCl)=O)NC(=O)[C@H](CC(C)C)NC(OC(C)(C)C)=O)=O